4'-amino-2-fluoro-[1,1'-biphenyl]-4-yl-1,1,1,3,3,3-hexafluoro-2-propanol NC1=CC=C(C=C1)C1=C(C=C(C=C1)C(C(F)(F)F)(C(F)(F)F)O)F